2-bromo-1-(naphthalen-2-yl)-ethanone BrCC(=O)C1=CC2=CC=CC=C2C=C1